FC=1N=C(SC1CN1[C@H](C[C@H](C1)OC=1C2=C(N=CN1)N=CC=C2)C)NC(C)=O N-(4-fluoro-5-(((2S,4R)-2-methyl-4-(pyrido[2,3-d]pyrimidin-4-yloxy)pyrrolidin-1-yl)methyl)thiazol-2-yl)acetamide